ethyl (S)-8-((1-(diethylamino)-3-methyl-1-oxobutan-2-yl)amino)-1,4-dioxaspiro[4.5]dec-7-ene-7-carboxylate C(C)N(C([C@H](C(C)C)NC1=C(CC2(OCCO2)CC1)C(=O)OCC)=O)CC